O[C@@H](C=O)[C@H](O)[C@H](O)CO 2-hydroxyl-deoxyribose